5-methyl-1-(1H-tetrazol-5-yl)azepan-3-amine CC1CC(CN(CC1)C1=NN=NN1)N